1,3-bis[3-(dimethyl-amino)propyl]urea CN(CCCNC(=O)NCCCN(C)C)C